2-[(2-methylpropan-2-yl)oxycarbonylamino]propanoic acid CC(C)(C)OC(=O)NC(C(=O)O)C